COC1=C(C2=C(C=N1)SC=C2)C(=O)O 5-methoxythieno[2,3-c]pyridine-4-carboxylic acid